BrCC(=O)C1=CC=C(C=C1)Br 2-bromo-4'-bromoacetophenone